FC1=C(C(=CC(=C1)B1OC(C(O1)(C)C)(C)C)OC)CC1CCN(CC1)C(=O)OC(C)(C)C tert-butyl 4-[[2-fluoro-6-methoxy-4-(4,4,5,5-tetramethyl-1,3,2-dioxaborolan-2-yl)phenyl]methyl]piperidine-1-carboxylate